OC(C)(C)C1=CC=C(OC2=NC(=NC(=C2)C2=C(C=CC=C2)C(C)C)NS(=O)(=O)C=2C=NNC2)C=C1 N-[4-[4-(1-hydroxy-1-methyl-ethyl)phenoxy]-6-(2-isopropylphenyl)pyrimidin-2-yl]-1H-pyrazole-4-sulfonamide